5-(2-fluoro-4-iodoanilino)-8-formylimidazo[1,5-a]pyridine-6-carboxylate FC1=C(NC2=C(C=C(C=3N2C=NC3)C=O)C(=O)[O-])C=CC(=C1)I